Nickel(II) sulfamate salt S(N)([O-])(=O)=O.[Ni+2].S(N)([O-])(=O)=O